2-(pyrenylamino)acethydrazide C1(=CC=C2C=CC3=CC=CC4=CC=C1C2=C34)NCC(=O)NN